ClC=1C=C(C(=O)N2CC=3N(CC2)C(N(C3C(=O)NCC=3C=C2C=CC=NC2=CC3)C3=CC=C(C=C3)OC)=O)C=CC1Cl 7-(3,4-dichlorobenzoyl)-2-(4-methoxyphenyl)-3-oxo-N-(6-quinolylmethyl)-6,8-dihydro-5H-imidazo[1,5-a]pyrazine-1-carboxamide